3-methyl-5-(1-methyl-1H-pyrazol-4-yl)-1-pentyl-1,2,3,6-tetrahydropyridine CC1CN(CC(=C1)C=1C=NN(C1)C)CCCCC